COCN1C(OCC1COCC1=C(C(=O)OCC)C=CC(=N1)C(F)(F)F)=O Ethyl 2-(((3-(methoxymethyl)-2-oxooxazolidin-4-yl)methoxy)methyl)-6-(trifluoromethyl)nicotinate